COC1=CC=C(C=C1)CON1C(C(=NC2=CC(=CC=C12)N1CCOCC1)C)=O ((4-methoxyphenyl)methoxy)-3-methyl-6-morpholino-1H-quinoxalin-2-one